FC(C(=O)O)(C1=CC=CC2=CC=CC=C12)F 2,2-difluoro-2-(1-naphthyl)acetic acid